N-(6-bromo-3-methylpyridin-2-yl)-4-fluoropyrrolidine-2-carboxamide hydrochloride Cl.BrC1=CC=C(C(=N1)NC(=O)C1NCC(C1)F)C